2-[(3-chloro-4-fluorophenyl)-[[1-(difluoromethyl)cyclopropyl]methoxy]methyl]-5-methyl-4-methylsulfonyl-1H-imidazole ClC=1C=C(C=CC1F)C(C=1NC(=C(N1)S(=O)(=O)C)C)OCC1(CC1)C(F)F